tert-butyl ((1-((1-(2-(methyl (2-(p-tolyloxy)ethyl)amino)-2-oxoethyl)-1H-pyrazol-4-yl)carbamoyl)cyclopropyl)methyl)carbamate CN(C(CN1N=CC(=C1)NC(=O)C1(CC1)CNC(OC(C)(C)C)=O)=O)CCOC1=CC=C(C=C1)C